iron manganese oxalate dihydrate O.O.C(C(=O)[O-])(=O)[O-].[Mn+2].[Fe+2].C(C(=O)[O-])(=O)[O-]